(1R,4R)-4-(4-(2-(2-Chlorophenyl)-3-cyclopropylimidazo[2,1-f][1,6]naphthyridin-9-yl)-1H-pyrazol-1-yl)cyclohexan-1-amine ClC1=C(C=CC=C1)C=1N=C2C=3C=C(C=NC3C=CN2C1C1CC1)C=1C=NN(C1)C1CCC(CC1)N